C(C(=O)OC)(=O)OCC=1C=NN(C1)CC1=CC=C(C=C1)O\C=C(\C(F)(F)F)/OCC 1-[[1-[[4-[[(1Z)-2-ethoxy-3,3,3-trifluoro-1-propen-1-yl]oxy]phenyl]methyl]-1H-pyrazol-4-yl]methyl] 2-methyl ethanedioate